BrC1=CC(=C(C=C1)N1C(C(N(C(C1)=O)CC1=CC=C(C=C1)F)C1COC1)=O)F 1-(4-bromo-2-fluoro-phenyl)-4-(4-fluorobenzyl)-3-(oxetan-3-yl)piperazine-2,5-dione